cycloheptan-1-amine C1(CCCCCC1)N